ClC=1C=C(C(=C(C1)C1=NC=NN2C1=CC(=C2)CN2C(C1C(C1C2=O)(C)C)=O)C(=O)N2CC(C2)(F)F)C 3-((4-(5-chloro-2-(3,3-difluoroazetidine-1-carbonyl)-3-methylphenyl)pyrrolo[2,1-f][1,2,4]triazin-6-yl)methyl)-6,6-dimethyl-3-azabicyclo[3.1.0]hexane-2,4-dione